C(#N)C=1C(=CC(=NC1)NC(=O)N1CCCC2=CC(=C(N=C12)C=O)CN1C(CN(CC1)C)=O)NCCSC1=CC=CC=C1 N-(5-Cyano-4-((2-(phenylthio)ethyl)amino)pyridin-2-yl)-7-formyl-6-((4-methyl-2-oxopiperazin-1-yl)methyl)-3,4-dihydro-1,8-naphthyridine-1(2H)-carboxamide